CC(C)C[C@H]([C@@H](C(=O)NO)O)C(=O)N[C@H](C(=O)NC)C(C)(C)C The molecule is a secondary carboxamide resulting from the foraml condensation of the carboxy group of (2R)-2-[(1S)-1-hydroxy-2-(hydroxyamino)-2-oxoethyl]-4-methylpentanoic acid with the alpha-amino group of N,3-dimethyl-L-valinamide. It has a role as an antineoplastic agent and a matrix metalloproteinase inhibitor. It is a secondary carboxamide and a hydroxamic acid.